NCC12C3(CCC(C2CCC1)C3)CN Bis(aminomethyl)-tricyclo[5.2.1.02,6]decan